COC1=CC=C(C=C1)C#CC1SCCCS1 2-((4-methoxyphenyl)ethynyl)-1,3-dithiane